NCC1=CC=C(C=C1)C(C)NC(C)CC N-(1-(4-(aminomethyl)phenyl)ethyl)butane-2-amine